FC1=CC(=C(C=C1C=1C=NC(=NC1)N1CCOCC1)NC(=O)C1=CNC(C=C1C(F)(F)F)=O)N1C[C@@H](N([C@@H](C1)C)C)C N-(4-fluoro-5-(2-morpholinopyrimidin-5-yl)-2-((3S,5R)-3,4,5-trimethylpiperazin-1-yl)phenyl)-6-oxo-4-(trifluoromethyl)-1,6-dihydropyridine-3-carboxamide